(S)-(3-aminopyrrolidin-1-yl)(4-(2-fluorobenzyl)-3,4-dihydroquinoxalin-1(2H)-yl)methanone N[C@@H]1CN(CC1)C(=O)N1CCN(C2=CC=CC=C12)CC1=C(C=CC=C1)F